N,N-dimethylaniline tetrakis(pentafluorophenyl)borate FC1=C(C(=C(C(=C1[B-](C1=C(C(=C(C(=C1F)F)F)F)F)(C1=C(C(=C(C(=C1F)F)F)F)F)C1=C(C(=C(C(=C1F)F)F)F)F)F)F)F)F.CN(C1=CC=CC=C1)C